ClC1=NC=NC(=C1NC(=O)\N=C(\N1[C@H](CN(CC1)C(=O)OC(C)(C)C)C)/C=1C(=NC(=C(C1)Cl)C1=C(C=CC=C1)F)Cl)C(C)C tert-Butyl (S,E)-4-((((4-chloro-6-isopropylpyrimidin-5-yl)carbamoyl)imino)(2,5-dichloro-6-(2-fluorophenyl)pyridin-3-yl)methyl)-3-methylpiperazine-1-carboxylate